2-benzyl-2-azaspiro[3.3]heptan-6-yl (2R,5S)-2,5-dimethyl-4-(quinoxalin-2-yl)piperazine-1-carboxylate C[C@H]1N(C[C@@H](N(C1)C1=NC2=CC=CC=C2N=C1)C)C(=O)OC1CC2(CN(C2)CC2=CC=CC=C2)C1